N-hydroxy-4-(4-(4-(5-hydroxypent-1-yn-1-yl)phenyl)-3,6-dihydropyridin-1(2H)-yl)-2-methyl-2-(methylsulfonyl)butanamide ONC(C(CCN1CCC(=CC1)C1=CC=C(C=C1)C#CCCCO)(S(=O)(=O)C)C)=O